3-(4-((2-(2-(dimethylamino)ethoxy)ethyl)thio)-1-oxoisoindolin-2-yl)piperidine-2,6-dione CN(CCOCCSC1=C2CN(C(C2=CC=C1)=O)C1C(NC(CC1)=O)=O)C